N1C[C@H](CCC1)N1CN=C(C(=C1)C(F)(F)F)C1=CNC2=NC=CC=C21 (S)-N-(piperidin-3-yl)-4-(1H-pyrrolo[2,3-b]pyridin-3-yl)-5-(trifluoromethyl)pyrimidine